6-(3-(3-(((S)-1-(4-fluorophenyl)ethyl)amino)propanoyl)-3,8-diazabicyclo[3.2.1]octan-8-yl)nicotinonitrile FC1=CC=C(C=C1)[C@H](C)NCCC(=O)N1CC2CCC(C1)N2C2=NC=C(C#N)C=C2